dithiobis(Succinimidylpropione) C1(CCC(N1C(CC(CC)=O)SSC(CC(CC)=O)N1C(CCC1=O)=O)=O)=O